5,5'-(((2-(azidomethyl)propane-1,3-diyl)bis(oxy))bis(methylene))bis(2,2-dimethyl-1,3-dioxane) N(=[N+]=[N-])CC(COCC1COC(OC1)(C)C)COCC1COC(OC1)(C)C